FC1=CC(=CC=2NC(OC21)=O)NC2=NC(=NC=C2C)NC=2C=NC(=CC2)N2CCN(CC2)C 7-fluoro-5-(5-methyl-2-(6-(4-methylpiperazin-1-yl)pyridin-3-ylamino)pyrimidin-4-ylamino)benzo[d]oxazol-2(3H)-one